FC1=C(C=C(C=N1)C1=CC(=NC2=C(N=CC=C12)C1=CC=NN1)N1CCOCC1)C 4-(6-fluoro-5-methylpyridin-3-yl)-2-(morpholin-4-yl)-8-(1H-pyrazol-5-yl)-1,7-naphthyridine